FCC1=NC(=NO1)C1=CC=C(CNC2=NC=CN=C2)C=C1 N-(4-(5-(fluoromethyl)-1,2,4-oxadiazol-3-yl)benzyl)pyrazin-2-amine